5-(5-cyclopropylpyridin-2-yl)oxazole C1(CC1)C=1C=CC(=NC1)C1=CN=CO1